ClC1=CC=C(C=C1)[C@@H](C)O (R)-1-(4'-chlorophenyl)ethanol